ClC1=NC(=C(C(=N1)Cl)OC)N1CCN(CC1)S(=O)(=O)C 2,4-dichloro-5-Methoxy-6-(4-(methylsulfonyl)piperazin-1-yl)pyrimidine